N1N=CC2=CC(=CC=C12)NC1=NC(=NC2=CC=CC=C12)C=1C=C(OCC(=O)NC(C)C)C=CC1 2-{3-[4-(1H-indazol-5-ylamino)-2-quinazolinyl]phenoxy}-N-(propan-2-yl)acetamide